3-(Cyclopentylcarbonyl)-7,8-dihydroxy-2H-chromen-2-one C1(CCCC1)C(=O)C=1C(OC2=C(C(=CC=C2C1)O)O)=O